ClC1=CC=C(C=C1)C(C)(C#C)C=1N=C(SC1)NC(=N)N 1-(4-(2-(4-chlorophenyl)-but-3-yn-2-yl)thiazol-2-yl)guanidine